cobalt-manganese salt [Mn].[Co]